5-((6-(2,3-dichlorophenyl)-3,6-diazabicyclo[3.1.1]heptane-3-yl)methyl)-2-(2,6-dioxopiperidin-3-yl)isoindoline-1,3-dione ClC1=C(C=CC=C1Cl)N1C2CN(CC1C2)CC=2C=C1C(N(C(C1=CC2)=O)C2C(NC(CC2)=O)=O)=O